(E)-2-(2-amino-3-phenylpropanamido)ethyl (4-(3,5-diethoxystyryl)phenyl) carbonate Hydrochloride Cl.C(OCCNC(C(CC1=CC=CC=C1)N)=O)(OC1=CC=C(C=C1)C=CC1=CC(=CC(=C1)OCC)OCC)=O